FC(C(=O)O)(F)F.CC(CC)S(=O)(=O)N butane-2-sulfonamide trifluoroacetic acid salt